1,2,3-triphenyl-1,3-propanedione chromium (III) [Cr+3].C1(=CC=CC=C1)C(C(C(=O)C1=CC=CC=C1)C1=CC=CC=C1)=O